FC1=C(C=C(C=C1F)C=1N(N=C2C=CC=CC12)C)C(CC(=O)O)NC([C@H](CC(C)C)NC(=O)C=1C(N(C=CC1)C)=O)=O 3-[2,3-difluoro-5-(2-methyl-2H-indazol-3-yl)phenyl]-3-[(2S)-4-methyl-2-[(1-methyl-2-oxo-1,2-dihydropyridin-3-yl)formamido]pentanamido]propanoic acid